N1C(=NC2=C1C=CC=C2)C2CCN(CC2)C(=O)C2=NC(=CC=C2)C2=NC1=C(N2)C=CC=C1 (4-(1h-Benzo[d]imidazol-2-yl)piperidin-1-yl)(6-(1h-benzo[d]imidazol-2-yl)pyridin-2-yl)methanone